N-(4-(4-amino-2-(ethoxymethyl)-1H-imidazo[4,5-c]Quinolin-1-yloxy)nonyl)methacrylamide NC1=NC=2C=CC=CC2C2=C1N=C(N2OC(CCCNC(C(=C)C)=O)CCCCC)COCC